3-{2-[(5-cyclopropyl-1H-1,2,4-triazol-3-yl)amino]-5-(pyrimidin-4-yl)-1,3-thiazol-4-yl}benzonitrile C1(CC1)C1=NC(=NN1)NC=1SC(=C(N1)C=1C=C(C#N)C=CC1)C1=NC=NC=C1